1-nitro-pentane [N+](=O)([O-])CCCCC